Benzyl {cis-1-(cyclobutanecarbonyl)-2-[(3'-fluoro[1,1'-biphenyl]-3-yl)methyl]pyrrolidin-3-yl}carbamate C1(CCC1)C(=O)N1[C@H]([C@H](CC1)NC(OCC1=CC=CC=C1)=O)CC=1C=C(C=CC1)C1=CC(=CC=C1)F